3-(benzo[d][1,3]dioxol-5-yl)-N-(4-(pyridin-4-yl)benzyl)propanamide O1COC2=C1C=CC(=C2)CCC(=O)NCC2=CC=C(C=C2)C2=CC=NC=C2